6-(naphthalen-2-yl)-4-oxo-3-(trifluoromethyl)-4,5-dihydropyrazolo[1,5-a]pyrazine-2-carboxamide C1=C(C=CC2=CC=CC=C12)C=1NC(C=2N(C1)N=C(C2C(F)(F)F)C(=O)N)=O